tert-butyl 3,3-dimethyl-4-(4,5,6,7-tetrahydropyrazolo[1,5-a]pyridine-5-carbonyl)piperazine-1-carboxylate CC1(CN(CCN1C(=O)C1CC=2N(CC1)N=CC2)C(=O)OC(C)(C)C)C